FC1=C2C(=NC(NC2=CC=C1)=O)N1CCCC2=C(C=NC=C12)C#CC1(CC1)C(F)(F)F 5-fluoro-4-(5-((1-(trifluoromethyl)cyclopropyl)ethynyl)-3,4-dihydro-1,7-naphthyridin-1(2H)-yl)quinazolin-2(1H)-one